(S)-3-(2-methylpyrimidin-5-yl)-3-((1S,3S)-3-(2-(5,6,7,8-tetrahydro-1,8-naphthyridin-2-yl)ethyl)cyclobutanecarboxamido)propionic acid CC1=NC=C(C=N1)[C@H](CC(=O)O)NC(=O)C1CC(C1)CCC1=NC=2NCCCC2C=C1